C(C)OC(C(CC1=NC(=NO1)C)N=C(C1=CC=CC=C1)C1=CC=CC=C1)=O 2-[(diphenylmethylene)amino]-3-(3-methyl-1,2,4-oxadiazol-5-yl)propionic acid ethyl ester